methyl 4-{2-acetyl-2,7-diazaspiro[3.5]nonan-6-yl}-3-nitrobenzoate C(C)(=O)N1CC2(C1)CC(NCC2)C2=C(C=C(C(=O)OC)C=C2)[N+](=O)[O-]